N1C(=NC2=C1C=CC=C2)C2=C(C(=NN2CC2=CC=C(C=C2)OC)NC(C2=CC(=C(C=C2)OC)Cl)=O)F N-[5-(1H-benzimidazol-2-yl)-4-fluoro-1-[(4-methoxyphenyl)methyl]-pyrazol-3-yl]-3-chloro-4-methoxy-benzamide